(S)-4-bromo-3-(difluoromethoxy)-2-fluoro-N-(1,1,1-trifluoropropan-2-yl)benzenesulfonamide BrC1=C(C(=C(C=C1)S(=O)(=O)N[C@H](C(F)(F)F)C)F)OC(F)F